CN(C(C1=NC=CC(=C1)N1CCN(CC1)C1=CC=C(C=C1)NC(=O)C=1C(NC=CC1NC1=C(C2=C(OCCN2)N=C1)C)=O)=O)C N,N-dimethyl-4-(4-(4-(4-((8-methyl-2,3-dihydro-1H-pyrido[2,3-b][1,4]oxazin-7-yl)amino)-2-oxo-1,2-dihydropyridine-3-carboxamido)phenyl)piperazin-1-yl)picolinamide